COC(=O)C1=CC=CC=C1NC=O Methyl N-Formylanthranilate